NC1=CC(=C(C=C1OC)N1CCN(CC1)C(=O)OC(C)(C)C)C=1C=NN(C1)C tert-butyl 4-(4-amino-5-methoxy-2-(1-methyl-1H-pyrazol-4-yl)phenyl)piperazine-1-carboxylate